ClC1=NC=C(C(=C1)Cl)I 2,4-dichloro-5-iodo-pyridine